benzyl (2s,4s)-4-phenylpyrrolidine-2-carboxylate C1(=CC=CC=C1)[C@@H]1C[C@H](NC1)C(=O)OCC1=CC=CC=C1